2-(2-(vinyloxy)ethoxy)propane Butyl-(3-(4-((2-ethyl-1H-Imidazol-1-yl)methyl)phenyl)-5-isobutylthiophen-2-yl)sulfonyl-carbamate C(CCC)OC(NS(=O)(=O)C=1SC(=CC1C1=CC=C(C=C1)CN1C(=NC=C1)CC)CC(C)C)=O.C(=C)OCCOC(C)C